The molecule is a biflavonoid that is obtained by oxidative coupling of two molecules of apigenin resulting in a bond between positions C-3 of the hydroxyphenyl ring and C-6 of the chromene ring. Isolated from Thuja orientalis and Rhus succedanea it exhibits antioxidant, cytotoxic and anti-hepatitis B activity. It has a role as an antioxidant, an antineoplastic agent, an anti-HBV agent and a metabolite. It is a biflavonoid, a hydroxyflavone and a ring assembly. C1=CC(=CC=C1C2=CC(=O)C3=C(O2)C=C(C(=C3O)C4=C(C=CC(=C4)C5=CC(=O)C6=C(C=C(C=C6O5)O)O)O)O)O